3-ethyl-2,4-dimethylhexanoic acid C(C)C(C(C(=O)O)C)C(CC)C